F[P-](F)(F)(F)(F)F.[Li+].C(C)SC1=CC(=C(C=C1OC)CCNO)OC N-[2-(4-ethylsulfanyl-2,5-dimethoxyphenyl)ethyl]hydroxylamine lithium hexafluorophosphate